n-eicosyl-methyl-propyl-sulfonium chloride [Cl-].C(CCCCCCCCCCCCCCCCCCC)[S+](CCC)C